N1C(=NC2=C1C=CC=C2)C2=CC(=NN2CC2=CC=C(C=C2)OC)NC(=O)C=2C=NC(=CC2)N2C[C@H](CC2)O N-[5-(1H-benzimidazol-2-yl)-1-[(4-methoxyphenyl)methyl]pyrazol-3-yl]-6-[(3S)-3-hydroxypyrrolidin-1-yl]pyridine-3-carboxamide